tri(pyridine-4-yl)borane N1=CC=C(C=C1)B(C1=CC=NC=C1)C1=CC=NC=C1